FC(C=1C=C(OC2=CC(=C(C(=O)NC3=NC=NS3)C=C2F)F)C=C(C1)C(F)(F)F)(F)F 4-[3,5-bis(trifluoromethyl)phenoxy]-2,5-difluoro-N-(1,2,4-thiadiazol-5-yl)benzamide